NC1=C(C=C(C(=C1)Cl)Cl)NC(CN(CC1=CC=C(C=C1)OC)C=1C=2N(N=C(C1)N1CC(C1)C#N)C(=CN2)C(F)(F)F)=O N-(2-amino-4,5-dichlorophenyl)-2-((6-(3-cyanoazetidin-1-yl)-3-(trifluoromethyl)imidazo[1,2-b]pyridazin-8-yl)(4-methoxybenzyl)amino)acetamide